4,4-bis(oct-7-yn-1-yloxy)butanoic acid C(CCCCCC#C)OC(CCC(=O)O)OCCCCCCC#C